C1(=CC=CC=C1)COC=1C=C2C(=CNC2=CC1)C=O 5-(phenylmethoxy)-1H-indole-3-carbaldehyde